[N+](=O)([O-])C1=CC=CC=2OCCNC21 5-nitro-3,4-dihydro-2H-benzo[b][1,4]oxazine